C(C)(C)(C)N(C(O)=O)CC1=C(C=C(C(=C1)F)B1OC(C(O1)(C)C)(C)C)F.FC1=C(CNC(OC(C)(C)C)=O)C=C(C(=C1)B1OC(C(O1)(C)C)(C)C)F tert-butyl (2,5-difluoro-4-(4,4,5,5-tetramethyl-1,3,2-dioxaborolan-2-yl)benzyl)carbamate tert-Butyl-(2,5-difluoro-4-(4,4,5,5-tetramethyl-1,3,2-dioxaborolan-2-yl)benzyl)carbamate